NC=1C=C(C=CC1)NNC(=O)N m-aminophenylsemicarbazide